CC1(OB(OC1(C)C)C=1C=CC(=NC1)N1CCNCC1)C 1-[5-(4,4,5,5-tetramethyl-1,3,2-dioxaborolan-2-yl)-2-pyridinyl]Piperazine